NC=1C=CC(=C(C1)C1=CC(=NC(=C1)N1CCOCC1)OCCO)C 2-((4-(5-amino-2-methylphenyl)-6-morpholinopyridin-2-yl)oxy)ethan-1-ol